COC1=C(N)C=CC=C1C=1OC=NN1 2-methoxy-3-(1,3,4-oxadiazol-2-yl)aniline